COC(CC)OCCC=CCC 1-(1-methoxypropoxy)-3-hexene